FC(C1=CC=C(OCC=2N=NN(C2)C2=NNC=C2C(=O)N)C=C1)(F)F 3-[4-[(4-trifluoromethylphenoxy)methyl]-1H-1,2,3-triazol-1-yl]pyrazole-4-carboxamide